OC[C@H]1OC[C@@H]2OC(C[C@@H]21)=O (3aR,4S,6aR)-4-(Hydroxymethyl)tetrahydrofuro[3,4-b]furan-2(3H)-one